O1C(CCC1=O)=O 3,4-Dihydrofuran-2,5-dion